C(C)NC1=CC=C(C=2C(C3=CC=CC=C3C(C12)=O)=O)NCC 1,4-bis(ethylamino)-9,10-anthraquinone